C(#N)CC=1N=C2C(=C(C(N(C2=CC1)C)=O)C#N)N(C)C(C)C1CC1 6-(Cyanomethyl)-4-[(1-cyclopropylethyl)(methyl)amino]-1-methyl-2-oxo-1,2-dihydro-1,5-naphthyridine-3-carbonitrile